[C@H]12CN(C[C@H](CC1)N2)C=2C1=C(N=C(N2)OCC23CCCCN3CCC2)C(=C(N=C1)C1=CC=CC2=CC=CC(=C12)Cl)F 4-((1R,5S)-3,8-diazabicyclo[3.2.1]octan-3-yl)-7-(8-chloronaphthalen-1-yl)-8-fluoro-2-((hexahydroindolizin-8a(1H)-yl)methoxy)pyrido[4,3-d]pyrimidine